C(C)C1=CC=C(C=C1)N=NC1=CC=C(C=C1)CC 4,4'-diethylazobenzene